CC=1C(C(=C(C(C1C)=O)C)\C=C\CCCCCCC)=O (E)-2,3,5-trimethyl-6-(non-1-en-1-yl)cyclohexa-2,5-diene-1,4-dione